2-methyl-8-(prop-1-en-2-yl)imidazo[1,2-b]Pyridazine-7-carboxamide CC=1N=C2N(N=CC(=C2C(=C)C)C(=O)N)C1